ClC1=CC2=C(C3(COC24CCN(CC4)C(=O)OC(C)(C)C)CC3)S1 tert-butyl 2'-chloro-6'H-dispiro[cyclopropane-1,7'-thieno[3,2-c]pyran-4',4''-piperidine]-1''-carboxylate